N,N'-bis(benzylidene)-4,4'-methylene-bis(cyclohexylamine) C(C1=CC=CC=C1)=NC1CCC(CC1)CC1CCC(CC1)N=CC1=CC=CC=C1